BrC1=CC(=C(C(=C1)F)[C@H]1N([C@@H](CC2=C3C(=CC=C12)NC(O3)=O)C)CC(C)C)F (6S,8R)-6-(4-Bromo-2,6-difluorophenyl)-7-isobutyl-8-methyl-6,7,8,9-tetrahydrooxazolo[5,4-f]isoquinolin-2(3H)-one